FS(=O)(=O)C1=CC=C(C(=O)OCC2(C=C3C([C@](C4(C(=C3[C@H]2OC(C2=CC=C(C=C2)S(=O)(=O)F)=O)C)CC4)(C)O)=O)C)C=C1 ((2S,3'R,6'R)-3'-((4-(fluorosulfonyl)benzoyl)oxy)-6'-hydroxy-2',4',6'-trimethyl-7'-oxo-2',3',6',7'-tetrahydrospiro[cyclopropane-1,5'-inden]-2'-yl)methyl 4-(fluorosulfonyl)benzoate